ClCC(C)[Si](OC)(OC)OC 2-chloro-1-methylethyltrimethoxysilane